BrC=1C(=CC2=C(OCCN2CCOC)C1)OC 7-bromo-6-methoxy-4-(2-methoxyethyl)-2H-benzo[b][1,4]oxazine